1-(3,3,3-trifluoropropyl)azetidine-3-carboxylic acid FC(CCN1CC(C1)C(=O)O)(F)F